C1[C@@H]2N(CCN1C1=C(C=C3C(=N1)N=C(O3)N3CCOCC3)C(=O)NC3=NC(=CC=C3)C=3C=NN(C3)C)CCC2 (R)-5-(Hexahydropyrrolo[1,2-a]pyrazin-2(1H)-yl)-N-(6-(1-methyl-1H-pyrazol-4-yl)pyridin-2-yl)-2-morpholinooxazolo[4,5-b]pyridine-6-carboxamide